FC=1C=C(C=C(C1)F)[B-](C1=CC(=CC(=C1)F)F)(C1=CC(=CC(=C1)F)F)C1=CC(=CC(=C1)F)F.[Na+] sodium tetrakis(3,5-difluorophenyl)borate